N1C=C(C2=CC=CC=C12)CCNC1=NC(=NC2=C1OCCN2)C=2CNC=CC2 3-[4-[2-(1H-indol-3-yl)ethylamino]-7,8-dihydro-6H-pyrimido[5,4-b][1,4]oxazin-2-yl]-1H-pyridin